[3-(2-pyridyl dithio) propionamido] hexanoate C(CCCCC)(=O)ONC(CCSSC1=NC=CC=C1)=O